N-(5-chloro-2-(2-methoxyethoxy)benzyl)-N-(5-(N-propylaminosulfonyl)-2,3-dihydro-1H-inden-2-yl)pivalamide copper [Cu].ClC=1C=CC(=C(CN(C(C(C)(C)C)=O)C2CC3=CC=C(C=C3C2)S(=O)(=O)NCCC)C1)OCCOC